CC1=CC2=C(C3=CC(=CC=C3N=C2C=C1)C)C1=CC(=C(C=C1)Cl)Cl 2,7-dimethyl-9-(3,4-dichlorophenyl)acridine